C1(CC1)C1=C(C(=CC(=C1)C(N=C1NCCN1)=O)F)NC1=C(C(=NC=C1)C(=O)NC1(CC1)C)F 4-[(2-cyclopropyl-6-fluoro-4-{[(2Z)-imidazolidin-2-ylidene]carbamoyl}phenyl)amino]-3-fluoro-N-(1-methylcyclopropyl)pyridine-2-carboxamide